methyl 2-[(3S)-3-[tert-butyl(dimethyl)silyl]oxy-2-oxo-pyrrolidin-1-yl]acetate [Si](C)(C)(C(C)(C)C)O[C@@H]1C(N(CC1)CC(=O)OC)=O